4-((7-(4,4-Difluoropiperidin-1-yl)heptyl)thio)-2-(2,6-dioxopiperidin-3-yl)-5-fluoroisoindole FC1(CCN(CC1)CCCCCCCSC=1C2=CN(C=C2C=CC1F)C1C(NC(CC1)=O)=O)F